COC(C([C@@H](C(=O)O)C)C)NCCC (2S)-4-methoxy-2,3-dimethyl-4-(propylamino)butanoic acid